5,7-difluoro-3-(1-methyl-1H-pyrazol-4-yl)-6-(1-(6-(quinolin-3-yl)-1H-imidazo[4,5-b]pyrazin-1-yl)ethyl)quinoline FC1=C2C=C(C=NC2=CC(=C1C(C)N1C=NC=2C1=NC(=CN2)C=2C=NC1=CC=CC=C1C2)F)C=2C=NN(C2)C